methyl (2S)-2-[4-chloro-5-fluoro-2-(4-ethoxy-4,5-dihydroisoxazol-3-yl)phenoxy]propanoate ClC1=CC(=C(O[C@H](C(=O)OC)C)C=C1F)C1=NOCC1OCC